NC=1N=NC(=CC1N1CC2CCC(C1)N2C2=NC=C(C=N2)C2CCN(CC2)C2CC1(C2)CC(C1)C(=O)O)C1=C(C=CC=C1)O 2-[4-[2-[3-[3-amino-6-(2-hydroxyphenyl)pyridazin-4-yl]-3,8-diazabicyclo[3.2.1]octan-8-yl]pyrimidin-5-yl]-1-piperidyl]spiro[3.3]heptane-6-carboxylic acid